C1(=CC=CC=C1)N(C(O)=O)C1=CC=CC=C1.C1(=C(C(=CC=C1)C(=O)Cl)C(=O)Cl)C1=CC=CC=C1 Biphenyl-dicarbonyl Chloride N,N-diphenylcarbamate